FC=1C(=CC2=C(C(N3C(CO2)CCC3)=O)C1OC(C)C)C 7-fluoro-6-isopropoxy-8-methyl-2,3,11,11a-tetrahydro-1H,5H-benzo[f]pyrrolo[2,1-c][1,4]oxazepin-5-one